N1C=CC=2C1=NC=CC2[C@@H](C)OC=2C=C1C(=NNC1=CC2)C=2C=CC(=NC2)N2CCC(CC2)(O)C (R)-1-(5-(5-(1-(1H-pyrrolo[2,3-b]pyridin-4-yl)ethoxy)-1H-indazol-3-yl)pyridin-2-yl)-4-methylpiperidin-4-ol